tert-butyl 4-(4-fluoro-2-((7-(trifluoromethyl)benzo[e][1,2,4]triazin-3-yl)amino)-1H-benzo[d]imidazol-6-yl)piperidine-1-carboxylate FC1=CC(=CC=2NC(=NC21)NC=2N=NC1=C(N2)C=CC(=C1)C(F)(F)F)C1CCN(CC1)C(=O)OC(C)(C)C